tert-butyl-(3-aminopropyl)(ethyl)carbamic acid C(C)(C)(C)OC(N(CC)CCCN)=O